BrC1=CC=C2NC(NC=3C=CC=C1C32)=O 6-bromo-1H-perimidin-2(3H)-one